(2R,3S,4S,5R)-3-(3,4-Difluoro-2-methoxyphenyl)-N-(2-(2-hydroxypropan-2-yl)pyridin-4-yl)-4,5-dimethyl-5-(trifluoromethyl)tetrahydrofuran-2-carboxamide FC=1C(=C(C=CC1F)[C@H]1[C@@H](O[C@]([C@H]1C)(C(F)(F)F)C)C(=O)NC1=CC(=NC=C1)C(C)(C)O)OC